(S)-6-allyl-2-((4-((2-hydroxy-1-phenylethyl)amino)-5-(3,8-dioxa-1-azaspiro[4.5]dec-1-en-2-yl)pyridin-2-yl)amino)-7,7-dimethyl-6,7-dihydro-5H-pyrrolo[3,4-b]pyridin-5-one C(C=C)N1C(C2=NC(=CC=C2C1=O)NC1=NC=C(C(=C1)N[C@H](CO)C1=CC=CC=C1)C1=NC2(CO1)CCOCC2)(C)C